BrC=1C=C(C(=C(NC(C)C)C1)[N+](=O)[O-])F 5-bromo-3-fluoro-N-isopropyl-2-nitro-aniline